BrC1=NN(C=C1)C 3-bromo-1-methyl-pyrazole